FC(OC=1C=NC(=NC1)N[C@@H]1C[C@H](CC1)NC1=NC=CC=C1C1=CC=C2C(=N1)S(NC2)(=O)=O)F 6-(((1S,3S)-3-((5-(difluoromethoxy)pyrimidin-2-yl)amino)cyclopentylamino)pyridin-3-yl)-2,3-dihydroisothiazolo[5,4-b]pyridine 1,1-dioxide